NC1=CC=C(C(=O)NCCN(CC)CC)C=C1 4-amino-N-2-(diethylamino)ethyl-benzamide